C(C1=CC=CC=C1)N1CCN(CC1)CCS(=O)(=O)NCC1=NC=CC=C1 2-(4-Benzylpiperazin-1-yl)-N-(pyridin-2-ylmethyl)ethanesulphonamide